C(C)NC1=C2C(=NC(=C1)NC1=CC=C(C=3OCCOC31)C(=O)N3CCC(CC3)N3CCOCC3)NC=C2C#N 4-(ethylamino)-6-((8-(4-morpholino-piperidine-1-carbonyl)-2,3-dihydrobenzo[b][1,4]dioxin-5-yl)amino)-1H-pyrrolo[2,3-b]pyridine-3-carbonitrile